CN(C(=O)C=1NC2=C(C(=CC(=C2C1)C1=CC(=C(C=C1)C1CCN(CC1)C(=O)OC(C)(C)C)F)C1=CCCN(C1)C(CCN1N=CC=C1)=O)F)C tert-butyl 4-[4-[2-(dimethylcarbamoyl)-7-fluoro-6-[1-(3-pyrazol-1-ylpropanoyl)-3,6-dihydro-2H-pyridin-5-yl]-1H-indol-4-yl]-2-fluoro-phenyl]piperidine-1-carboxylate